5-[(E)-3-oxoprop-1-enyl]pyridine-3-carboxylic acid methyl ester COC(=O)C=1C=NC=C(C1)\C=C\C=O